((6S,7S)-6-([1,1'-biphenyl]-3-ylmethyl)-7-amino-5-azaspiro[2.4]heptan-5-yl)((R)-oxetan-2-yl)methanone C1(=CC(=CC=C1)C[C@@H]1N(CC2(CC2)[C@@H]1N)C(=O)[C@@H]1OCC1)C1=CC=CC=C1